4-methyl-2-(2-methylbenzyl)phenol CC1=CC(=C(C=C1)O)CC1=C(C=CC=C1)C